tert-butyl (4-amino-3-butoxybenzyl)carbamate NC1=C(C=C(CNC(OC(C)(C)C)=O)C=C1)OCCCC